1-(3-nitrophenyl)pyridine [N+](=O)([O-])C=1C=C(C=CC1)N1CC=CC=C1